2-amino-3-(4-(2,2-diphenylethyl)phenyl)propanoic acid NC(C(=O)O)CC1=CC=C(C=C1)CC(C1=CC=CC=C1)C1=CC=CC=C1